methyl (2S,4S)-4-[(3-{3-oxabicyclo[4.1.0]heptan-6-yl}-5-{2-[tris(propan-2-yl)silyl]ethynyl}pyridin-2-yl)oxy]-pyrrolidine-2-carboxylate C12COCCC2(C1)C=1C(=NC=C(C1)C#C[Si](C(C)C)(C(C)C)C(C)C)O[C@H]1C[C@H](NC1)C(=O)OC